O1C2=C(OCC1)C=C(C=C2)[C@H]2N(CCC2)CC=2C=C1C=CC(NC1=CC2)=O (S)-6-((2-(2,3-dihydrobenzo[b][1,4]dioxin-6-yl)pyrrolidin-1-yl)methyl)quinolone